2-(2,6-Dioxo-3-piperidyl)-4-(4-piperidylmethoxy)isoindoline-1,3-dione hydrochloride Cl.O=C1NC(CCC1N1C(C2=CC=CC(=C2C1=O)OCC1CCNCC1)=O)=O